4-(but-3-yn-1-yloxy)-3-hydroxybenzaldehyde C(CC#C)OC1=C(C=C(C=O)C=C1)O